1-(2-isothiocyanato-1-methoxypropan-2-yl)-3-(trifluoromethyl)benzene N(=C=S)C(COC)(C)C1=CC(=CC=C1)C(F)(F)F